ClC1=CC=C(OC2CCN(CC2)C(=O)C=2C=NN3C2C(N(C=C3C)C3=C(C=C(C=C3)F)OC)=O)C=C1 3-[4-(4-chlorophenoxy)piperidine-1-carbonyl]-5-(4-fluoro-2-methoxyphenyl)-7-methylpyrazolo[1,5-a]pyrazin-4(5H)-one